pyridyl-s-triazine N1=C(C=CC=C1)C1=NC=NC=N1